bis(methoxyphenyl)phenylsulfonium COC1=C(C=CC=C1)[S+](C1=CC=CC=C1)C1=C(C=CC=C1)OC